ClC1=CC=C(OCC(=O)N2C[C@@H](N(CC2)CC=2N(C(C3=CC=CC=C3C2)=O)C2=C(C=C(C(=C2)C(F)(F)F)F)OC(C)C)C)C=C1 (S)-3-((4-(2-(4-chlorophenoxy)acetyl)-2-methylpiperazin-1-yl)methyl)-2-(4-fluoro-2-isopropoxy-5-(trifluoromethyl)phenyl)isoquinolin-1(2H)-one